ONC(=O)C1=CC=C(C=C1)N(C(=O)[C@@H]1N(CC1)S(=O)(=O)C1=C(C(=C(C(=C1F)F)F)F)F)CC1=CC=C(C=C1)C1CCOCC1 (R)-N-(4-(hydroxycarbamoyl)phenyl)-1-((perfluorophenyl)sulfonyl)-N-(4-(tetrahydro-2H-pyran-4-yl)benzyl)azetidine-2-carboxamide